N[C@@H](C(=O)OCC1=CC=C(C=C1)F)C (R)-4-fluorobenzyl 2-aminopropionate